6-acetyl-1,4-naphthoquinone C(C)(=O)C=1C=C2C(C=CC(C2=CC1)=O)=O